6-(difluoromethoxy)-N-{[1-(difluoromethyl)-2-methyl-1H-pyrazolo[1,5-b][1,2,4]triazol-7-yl]methyl}-5-fluoropyridine-3-carboxamide FC(OC1=C(C=C(C=N1)C(=O)NCC=1C=NN2N=C(N(C21)C(F)F)C)F)F